trimethyl-[2-(1H-pyrazol-3-yloxy)ethyl]silane C[Si](CCOC1=NNC=C1)(C)C